C(C=C)(=O)N1[C@@H](CN(CC1)C1=NC(N2C3=C(C(=C(C=C13)Cl)C1=C(C=C(C=C1)F)F)SCC2)=O)CS(=O)(=O)C 7-((S)-4-acryloyl-3-((methyl-sulfonyl)methyl)piperazin-1-yl)-9-chloro-10-(2,4-difluorophenyl)-2,3-dihydro-5H-[1,4]thiazino[2,3,4-ij]quinazolin-5-one